1-amino-N-(1-isocyanocyanocyclopropyl)cyclohexane-1-carboxamide hydrochloride Cl.NC1(CCCCC1)C(=O)NC1(C(C1)C#N)[N+]#[C-]